(S)-2-((5-(2-(6-acetamido-2-methylhexan-3-yl)-2,6-diazaspiro[3.4]octan-6-yl)-1,2,4-triazin-6-yl)oxy)-N-ethyl-5-fluoro-N-isopropylbenzamide C(C)(=O)NCCC[C@@H](C(C)C)N1CC2(C1)CN(CC2)C=2N=CN=NC2OC2=C(C(=O)N(C(C)C)CC)C=C(C=C2)F